4-carbamoyl-1-(6-(3-fluoro-5-(trifluoromethyl)benzyl)pyridin-2-yl)-1H-pyrazole-3-carboxylic acid methyl ester COC(=O)C1=NN(C=C1C(N)=O)C1=NC(=CC=C1)CC1=CC(=CC(=C1)C(F)(F)F)F